FC(C)CC 2-fluorobutane